C(CCC)S(=O)(=O)OCC(CC1=CCCC1)=O (n-butylsulfonyloxy)-1-cyclopentenylacetone